VANILLIN ISOBUTYRATE C(C(C)C)(=O)O.O=CC1=CC(OC)=C(O)C=C1